(S)-5,5,5-trifluoro-2-((2S,3S)-3-methyl-2-(pyrazine-2-carboxamido)pentanamido)pentanoic acid FC(CC[C@@H](C(=O)O)NC([C@H]([C@H](CC)C)NC(=O)C1=NC=CN=C1)=O)(F)F